BrC1=C2C[C@H](CC2=CC=C1)NCC[C@]1(CCOC2(C1)CCOCC2)C2=NC=C(C=C2)F (S)-4-bromo-N-(2-((R)-4-(5-fluoropyridin-2-yl)-1,9-dioxaspiro[5.5]undecan-4-yl)ethyl)-2,3-dihydro-1H-inden-2-amine